1-dodecyl-3-methyl-imidazole dimethyl-phosphate COP(=O)(OC)O.C(CCCCCCCCCCC)N1CN(C=C1)C